CO\N=C(/C#CC1=CC=CC=C1)\C1=CC(=C(C=C1)OC)OC (Z)-1-(3,4-dimethoxyphenyl)-3-phenylprop-2-yn-1-one-O-methyloxime